C(C)[C@]1(NC(N(C(C1)=O)C1C(COC2=CC=C(C=C12)C(=O)N[C@H]1[C@@H](C(OC2=CC=CC=C12)(C)C)O)(C)C)=N)C 4-[(4R)-4-ethyl-2-imino-4-methyl-6-oxo-hexahydropyrimidin-1-yl]-N-[(3S,4R)-3-hydroxy-2,2-dimethyl-chroman-4-yl]-3,3-dimethyl-chromane-6-carboxamide